BrC=1C=NC=2CCNCC2C1 3-bromo-5,6,7,8-tetrahydro-1,6-naphthyridine